OCC=1C=C2C=C(N(C2=CC1)C(=O)OC(C)(C)C)COC1OCCCC1 tert-Butyl 5-(hydroxymethyl)-2-(((tetrahydro-2H-pyran-2-yl)oxy)methyl)-1H-indole-1-carboxylate